C(C1=CC=CC=C1)=C1C=C(C(C(=C1)C(C)(C)C)=O)C(C)(C)C 4-benzylidene-2,6-di-tert-butylcyclohexa-2,5-diene-1-one